C(CCC)C(CO)CCCCCCCCCCCC 2-butyl-1-tetradecanol